N(C1=CC=CC=C1)C1=CC=C(C=C1)NC(\C=C/C(=O)O)=O N-(4-anilinophenyl)maleamic acid